N[C@H]1C[C@H](N(C1)CCCCCC(OCCCCCCCCCCC)=O)C(=O)OCCCCCCCC(=O)OC(CCCCCCCC)CCCCCCCC [8-(1-octylnonoxy)-8-oxo-octyl] (2S,4S)-4-amino-1-(6-oxo-6-undecoxy-hexyl)pyrrolidine-2-carboxylate